CC1=CC=C(C(=O)OC(C2C3N(CC(C=C3)C2)C(=O)OC)C2=CC=CC=C2)C=C1 endo-methyl 7-(((4-methylbenzoyl)oxy) (phenyl)methyl)-2-azabicyclo[2.2.2]oct-5-ene-2-carboxylate